tert-butyl 3-cyano-3-(4-fluorobenzyl)pyrrolidine-1-carboxylate C(#N)C1(CN(CC1)C(=O)OC(C)(C)C)CC1=CC=C(C=C1)F